6-(3-chlorothieno[2,3-b]pyrazin-6-yl)-3-azabicyclo[3.1.0]hexane-3-carboxylate ClC1=CN=C2C(=N1)SC(=C2)C2C1CN(CC21)C(=O)[O-]